NC=1C2=C(N=CN1)N(C(=C2C=2C=NC1=CC=CC=C1C2)C#C)C21CCC(CC2)(C1)NC(=O)C1=NC=C(N=C1)C=O N-(4-(4-amino-6-ethynyl-5-(quinolin-3-yl)-7H-pyrrolo-[2,3-d]pyrimidin-7-yl)bicyclo[2.2.1]heptan-1-yl)-5-formylpyrazine-2-carboxamide